CC1=C(C(NC=C1)=O)C1=CC=C(N1)C(=O)N1C[C@H](CC1)C(=O)NC1=CC(=C(C(=C1)F)F)F (S)-1-(5-(4-methyl-2-oxo-1,2-dihydropyridin-3-yl)-1H-pyrrole-2-carbonyl)-N-(3,4,5-trifluorophenyl)pyrrolidine-3-carboxamide